tert-butyl ((1S,6S)-6-(7-((tert-butoxycarbonyl)oxy)-3,5-dichlorothieno[3,2-b]pyridin-2-yl)cyclohex-3-en-1-yl)carbamate C(C)(C)(C)OC(=O)OC1=C2C(=NC(=C1)Cl)C(=C(S2)[C@H]2CC=CC[C@@H]2NC(OC(C)(C)C)=O)Cl